[C@H]12CC(C[C@H](CC1)N2)OC2=CC=C(N=N2)C=2C(=CC1=CC(=CC=C1C2)OC)O 3-(6-(((1r,3s,5s)-8-azabicyclo[3.2.1]oct-3-yl)oxy)pyridazin-3-yl)-7-methoxynaphthalen-2-ol